5-[2-(Dimethylamino)ethoxy]-6-(1-methylbenzimidazol-4-yl)-3-(4-morpholinoanilino)pyrazin-2-carboxamid CN(CCOC=1N=C(C(=NC1C1=CC=CC=2N(C=NC21)C)C(=O)N)NC2=CC=C(C=C2)N2CCOCC2)C